(R or S)-1-(2-(3-(2-(5-fluorothiophen-2-yl)ethyl)-1-(2-(6-methylpyridin-3-yl)propan-2-yl)pyrrolidin-3-yl)propan-2-yl)-3-isopropylurea FC1=CC=C(S1)CC[C@@]1(CN(CC1)C(C)(C)C=1C=NC(=CC1)C)C(C)(C)NC(=O)NC(C)C |o1:8|